(2R,3R,4R)-2,5-bis(hydroxymethyl)oxacyclohexane-3,4-diol OC[C@H]1OCC([C@H]([C@H]1O)O)CO